2-(4-(3-bromo-4-(trifluoromethoxy)phenyl)-1-methylpiperazin-2-yl)acetonitrile BrC=1C=C(C=CC1OC(F)(F)F)N1CC(N(CC1)C)CC#N